(1R,3S,5R)-2-(2-(4-amino-6-(pyridin-4-yl)-9H-pyrimido[4,5-b]indol-9-yl)acetyl)-N-(6-bromopyridin-2-yl)-2-azabicyclo[3.1.0]hexane-3-carboxamide NC1=NC=NC=2N(C3=CC=C(C=C3C21)C2=CC=NC=C2)CC(=O)N2[C@@H]1C[C@@H]1C[C@H]2C(=O)NC2=NC(=CC=C2)Br